1-{3-acetyl-3-azabicyclo[3.1.0]hexane-1-carbonyl}-4-fluoro-N-{phenyl-[4-(propan-2-yl)phenyl]methyl}pyrrolidine-2-carboxamide C(C)(=O)N1CC2(CC2C1)C(=O)N1C(CC(C1)F)C(=O)NC(C1=CC=C(C=C1)C(C)C)C1=CC=CC=C1